CS(=O)C=1C=C(C=NC1)C(=O)OC Methyl 5-methylsulfinylpyridine-3-carboxylate